(S)-N-(2,3-Dihydroxypropyl)-6-(2-(4-fluorophenyl)-1H-pyrrolo[2,3-b]pyridin-5-yl)-picolinamide O[C@@H](CNC(C1=NC(=CC=C1)C=1C=C2C(=NC1)NC(=C2)C2=CC=C(C=C2)F)=O)CO